3-octyl ethylene oxide CCC(CCCCC)C1CO1